C(=O)C=1SC2=NC=C(C(=C2N1)[C@H](C)OC)C(=O)OC methyl (S)-2-formyl-7-(1-methoxyethyl)thiazolo[5,4-b]pyridine-6-carboxylate